NC1=C(C(=NC(=N1)N1CC2(CCC2)C(C1)CN)C(=O)N)C1=C(C(=CC=C1)Cl)Cl 6-amino-2-[8-(aminomethyl)-6-azaspiro[3.4]oct-6-yl]-5-(2,3-dichlorophenyl)pyrimidine-4-carboxamide